(R)-2-(2,5-difluorophenyl)-pyrrolidine malate C(C(O)CC(=O)O)(=O)O.FC1=C(C=C(C=C1)F)[C@@H]1NCCC1